3-(3-chlorophenyl)-N,N-dimethylacrylamide ClC=1C=C(C=CC1)C=CC(=O)N(C)C